O=C1NC(CCC1N1CC2=CC=C(C=C2C1=O)CNC(OCC=1C=C(C=CC1)C1=CC=C(C=C1)C)=O)=O (4'-methyl-[1,1'-biphenyl]-3-yl)methyl ((2-(2,6-dioxopiperidin-3-yl)-3-oxoisoindolin-5-yl)methyl)carbamate